ClC=1C=NC=C(C1[C@@H](C)OC=1C=C2C(=NNC2=CC1)C1=CC2=C(OCCN2)N=C1)Cl 7-[5-[(1R)-1-(3,5-dichloro-4-pyridyl)ethoxy]-1H-indazol-3-yl]-2,3-dihydro-1H-pyrido[2,3-b][1,4]oxazine